N-[(1R)-1-[3-amino-5-(difluoromethyl)phenyl]ethyl]-1-(2-fluorophenyl)-6-oxo-pyridazine-3-carboxamide NC=1C=C(C=C(C1)C(F)F)[C@@H](C)NC(=O)C1=NN(C(C=C1)=O)C1=C(C=CC=C1)F